C(#N)C=1C=C2CCC(C2=CC1)OC=1C=C2C(=NN(C2=CC1)C(=O)OC(C)(C)C)C tert-Butyl 5-((5-cyano-2,3-dihydro-1H-inden-1-yl)oxy)-3-methyl-1H-indazole-1-carboxylate